C(C)(=O)C1=NN(C2=CC=C(C=C12)C=1C=NC(=NC1)C)CC(=O)N1[C@@H]2C[C@@]2(C[C@H]1C(=O)NC1=NC(=CC(=C1)CC(=O)N)Br)C (1R,3S,5R)-2-(2-(3-acetyl-5-(2-methylpyrimidin-5-yl)-1H-indazol-1-yl)acetyl)-N-(4-(2-amino-2-oxoethyl)-6-bromopyridin-2-yl)-5-methyl-2-azabicyclo[3.1.0]hexane-3-carboxamide